3-((((1-ethylpiperidin-3-yl)methoxy)carbonyl)oxy)pentane-1,5-diyl bis(4,4-bis(((Z)-oct-5-en-1-yl)oxy)butanoate) C(CCC\C=C/CC)OC(CCC(=O)OCCC(CCOC(CCC(OCCCC\C=C/CC)OCCCC\C=C/CC)=O)OC(=O)OCC1CN(CCC1)CC)OCCCC\C=C/CC